FC1CN(C1)C1=C(SC=C1)CNCCC1(CCOC2(CCCC2)C1)C1=NC=CC=C1 ((3-(3-fluoroazetidin-1-yl)thiophen-2-yl)methyl)-2-(9-(pyridin-2-yl)-6-oxaspiro[4.5]decane-9-yl)ethylamine